Cl.FC1([C@H](CNC1)OC1=CC2=C(C=N1)C=NN2CC(F)(F)F)F 6-[(3S)-4,4-difluoropyrrolidin-3-yl]oxy-1-(2,2,2-trifluoroethyl)pyrazolo[4,3-c]pyridine hydrochloride